ClC=1C=CC(=C(C1)C1=CC(=NC=C1C(=O)NC=1SC(=NN1)OCC1=CC=C(C=C1)S(=O)(=N)C)C)OC 4-(5-chloro-2-methoxyphenyl)-6-methyl-N-(5-((4-(S-methylsulfonimidoyl)benzyl)oxy)-1,3,4-thiadiazol-2-yl)nicotinamide